tert-Butyl 2-((3-(methoxycarbonyl)-4-methyl phenyl) ethynyl)azetidine-1-carboxylate COC(=O)C=1C=C(C=CC1C)C#CC1N(CC1)C(=O)OC(C)(C)C